Cl.N1N=NN=C1[C@H]1NCCOC1 (R)-3-(1H-tetrazol-5-yl)morpholine hydrochloride